2-hydroxycyclohexane-1-carboxylic acid OC1C(CCCC1)C(=O)O